COC=1C=C2C(=CNC2=CC1)C(CC#N)=O 3-(5-methoxy-1H-indol-3-yl)-3-oxopropanenitrile